(5-chloro-1-methyl-1H-imidazol-4-yl)-N-(1-((1-methyl-1H-imidazol-4-yl)sulfonyl)piperidin-4-yl)-5-(trifluoromethyl)pyrimidin-2-amine ClC1=C(N=CN1C)C1=NC(=NC=C1C(F)(F)F)NC1CCN(CC1)S(=O)(=O)C=1N=CN(C1)C